4,4-bis(3-aminophenoxy)biphenyl iridium(III) [Ir+3].NC=1C=C(OC2(CC=C(C=C2)C2=CC=CC=C2)OC2=CC(=CC=C2)N)C=CC1